NC([C@H](CCC(=O)OC(C)(C)C)N1C(C2=CC=C(C=C2C1)C[C@H]1[C@@H]([C@@H](CCC1)O)NC(=O)OC(C)(C)C)=O)=O tert-Butyl (S)-5-amino-4-(5-(((1S,2S,3R)-2-((tert-butoxycarbonyl)amino)-3-hydroxycyclohexyl)methyl)-1-oxoisoindolin-2-yl)-5-oxopentanoate